N-(2-aminophenyl)-4-acetamidobenzamide NC1=C(C=CC=C1)NC(C1=CC=C(C=C1)NC(C)=O)=O